3-((6-amino-5-fluoropyridin-3-yl)ethynyl)-N-(3-chloro-2-fluorophenyl)-4-methylbenzamide NC1=C(C=C(C=N1)C#CC=1C=C(C(=O)NC2=C(C(=CC=C2)Cl)F)C=CC1C)F